(2E)-2-methyl-5-[(1S,2R,4R)-2-methyl-3-methylenebicyclo[2.2.1]hept-2-yl]-2-pentenal C/C(/C=O)=C\CC[C@@]1([C@H]2CC[C@@H](C1=C)C2)C